1-bromo-4-morpholinobutan-2-one hydrobromide salt Br.BrCC(CCN1CCOCC1)=O